Dibutyl 7,7'-((3-((2-(4-(2-((4-(bis(7-(2-ethylbutoxy)-2-hydroxy-7-oxoheptyl)amino)butanoyl)oxy)ethyl)piperazin-1-yl)ethyl)disulfaneyl)propyl)-azanediyl)bis(6-hydroxyheptanoate) C(C)C(COC(CCCCC(CN(CCCC(=O)OCCN1CCN(CC1)CCSSCCCN(CC(CCCCC(=O)OCCCC)O)CC(CCCCC(=O)OCCCC)O)CC(CCCCC(OCC(CC)CC)=O)O)O)=O)CC